3-cyclopropoxycyclobutane-1-sulfonamide C1(CC1)OC1CC(C1)S(=O)(=O)N